7,8-dihydro-8-oxoinosine O=C1N([C@H]2[C@H](O)[C@H](O)[C@@H](CO)O2)C=2N=CN=C(C2N1)O